OCCCCN(C(O)=O)C (4-hydroxybutyl)(methyl)carbamic acid